C(C)(C)(C)OC(=O)N1C[C@H](CC1)[C@@H](C(=O)O)CC1=CC(=CC=C1)OCCC1=CC(=CC=C1)C1CC1 (2S)-2-[(3R)-1-tert-Butoxycarbonylpyrrolidin-3-yl]-3-[3-[2-(3-cyclopropylphenyl)ethoxy]phenyl]propanoic acid